ClC=1C=CC=C2C=CC=C(C12)C1CC=2N=C(N=C(C2CO1)N1C[C@@H](N(CC1)C(C(=C)F)=O)CC#N)OC[C@H]1N(CCC1)C 2-((2S)-4-(7-(8-chloronaphthalen-1-yl)-2-(((S)-1-methylpyrrolidin-2-yl)methoxy)-7,8-dihydro-5H-pyrano[4,3-d]pyrimidin-4-yl)-1-(2-fluoroacryloyl)piperazin-2-yl)acetonitrile